1-(benzo[b]thiophene-7-yl)-indole S1C2=C(C=C1)C=CC=C2N2C=CC1=CC=CC=C21